O1CCC2=C1C=CC(=C2)S(=O)(=O)N2CCC(CC2)C(=O)NC=2C=C1C(=NC2)SC=N1 1-((2,3-dihydrobenzofuran-5-yl)sulfonyl)-N-(thiazolo[5,4-b]pyridin-6-yl)piperidine-4-carboxamide